C(#N)N1C[C@H]([C@@H](C1)C=1C=NC=NC1)C(=O)NC=1SC(=CN1)C1=CC=CC=C1 trans-1-cyano-N-(5-phenylthiazol-2-yl)-4-(pyrimidin-5-yl)pyrrolidine-3-carboxamide